C(C)(=O)C1=C2C=CN(C(C2=CN=C1)=O)CC1=CC=C2C=C(N(C2=C1)C(=O)OC(C)(C)C)CN(CC1CCC1)C(=O)OC(C)(C)C tert-butyl 6-[(5-acetyl-1-oxo-2,7-naphthyridin-2-yl)methyl]-2-[[tert-butoxycarbonyl(cyclobutylmethyl)amino]methyl]indole-1-carboxylate